CN([C@@H](C)C(=O)O)C N,N-dimethyl-L-alanine